2-{6-[(1,3-Benzothiazol-2-yl)amino]-1,2,3,4-tetrahydroquinolin-1-yl}-1,3-thiazole-4-carboxylic acid S1C(=NC2=C1C=CC=C2)NC=2C=C1CCCN(C1=CC2)C=2SC=C(N2)C(=O)O